FC(C1=C2C=CNC2=C(C(=C1OC=1C=CC(=C(C1)C=1NC=C(N1)C1(CCOC2=C(C=CC=C12)CCC(=O)OCC)C)F)F)F)F ethyl 3-[4-[2-[5-[[4-(difluoromethyl)-6,7-difluoro-1H-indol-5-yl]oxy]-2-fluoro-phenyl]-1H-imidazol-4-yl]-4-methyl-chroman-8-yl]propanoate